tert-butyl 4-(2-(4-(4-(7H-pyrrolo[2,3-d]pyrimidin-4-yl)-3,4-dihydro-2H-1,4-thiazin-6-yl)-1H-pyrazol-1-yl)acetyl)piperazine-1-carboxylate N1=CN=C(C2=C1NC=C2)N2CCSC(=C2)C=2C=NN(C2)CC(=O)N2CCN(CC2)C(=O)OC(C)(C)C